4-(2-Cyanopropyl)-N-[4-[(E)-3-[4-(dimethylamino)phenyl]prop-2-enoyl]phenoxy]sulfinyl-2-ethyl-N'-(hydroxymethyl)-2-methylpentanediamide C(#N)C(CC(CC(C(=O)NS(=O)OC1=CC=C(C=C1)C(\C=C\C1=CC=C(C=C1)N(C)C)=O)(C)CC)C(=O)NCO)C